tert-Butyl (2S,3S)-3-[(tert-butoxycarbonylamino)methyl]-2-[[(2S)-2-(tert-butoxycarbonylamino)propanoyl]amino]-6-(4,4,5,5-tetramethyl-1,3,2-dioxaborolan-2-yl)hexanoate C(C)(C)(C)OC(=O)NC[C@@H]([C@@H](C(=O)OC(C)(C)C)NC([C@H](C)NC(=O)OC(C)(C)C)=O)CCCB1OC(C(O1)(C)C)(C)C